p-(triphenylmethyl)benzene C1(=CC=CC=C1)C(C1=CC=CC=C1)(C1=CC=CC=C1)C1=CC=CC=C1